4-(4-(3-fluoroazetidin-1-yl)-1-((5-methoxy-7-methyl-1H-indol-4-yl)methyl)piperidin-2-yl)benzoic acid FC1CN(C1)C1CC(N(CC1)CC1=C2C=CNC2=C(C=C1OC)C)C1=CC=C(C(=O)O)C=C1